(R)-tert-butyl (1-(4-chlorophenyl)-3-(2,2-dimethyl-4,6-dioxo-1,3-dioxan-5-yl)-propan-2-yl)carbamate ClC1=CC=C(C=C1)C[C@@H](CC1C(OC(OC1=O)(C)C)=O)NC(OC(C)(C)C)=O